4-phenyl-5-(pyrrolidine-1-carbonyl)pyridin-2(1H)-one C1(=CC=CC=C1)C1=CC(NC=C1C(=O)N1CCCC1)=O